Cl.FC=1C=C(OC2CCNCC2)C=CC1[N+](=O)[O-] 4-(3-fluoro-4-nitrophenoxy)piperidine hydrochloride